(±)-(trans)-3-(4-(3-methyl-4-(((methyl(tetrahydrofuran-3-yl)carbamoyl)oxy)methyl)isoxazol-5-yl)phenoxy)cyclohexane-1-carboxylic acid CC1=NOC(=C1COC(N([C@H]1COCC1)C)=O)C1=CC=C(O[C@@H]2C[C@H](CCC2)C(=O)O)C=C1 |&1:10|